OC1(CC(C1)C(=O)N1CC2(C1)C[C@@H](CC2)OC2=NC(=C(C=C2)C)C(F)(F)F)C |r| (rac)-((1s,3s)-3-Hydroxy-3-methylcyclobutyl)(6-((5-methyl-6-(trifluoromethyl)pyridin-2-yl)oxy)-2-azaspiro[3.4]octan-2-yl)methanon